2-fluoro-3-chloronitrobenzene C1=CC(=C(C(=C1)Cl)F)[N+](=O)[O-]